N-((1r,4r)-4-(5-(6-(3-cyanopyrrolo[1,2-b]pyridazin-7-yl)-4-(isopropyl-amino)pyridin-3-yl)-1,3,4-thiadiazol-2-yl)cyclohexyl)-1-methylpiperidine-4-carboxamide C(#N)C1=CC=2N(N=C1)C(=CC2)C2=CC(=C(C=N2)C2=NN=C(S2)C2CCC(CC2)NC(=O)C2CCN(CC2)C)NC(C)C